CC=1OC=C(N1)C1=CC=C(CNC2=NC=NC(=C2)C2=CN=C3N2C=CC(=C3)OCCCN3CCCC3)C=C1 [4-(2-methyl-oxazol-4-yl)-benzyl]-{6-[7-(3-pyrrolidin-1-yl-propoxy)-imidazo[1,2-a]pyridin-3-yl]-pyrimidin-4-yl}-amine